C(C=C)(=O)OCCCCCOC(CCP(=O)(O)O)=O acryloyloxypentyl-3-phosphonopropionate